ClC=1C(=NC=CC1)C(=O)NC1=CC=C(C=C1)C(C(F)(F)F)(C(F)(F)F)O 3-chloro-N-(4-(1,1,1,3,3,3-hexafluoro-2-hydroxypropan-2-yl)phenyl)picolinamide